8-ethyl-6,8,10-triazatricyclo[9.4.0.02,7]pentadeca-1(11),2(7),3,5,12,14-hexaen-9-one C(C)N1C=2N=CC=CC2C=2C=CC=CC2NC1=O